4-(3-(4-oxocyclohexyl)-1-(tetrahydro-2H-pyran-2-yl)-1H-indazol-5-yl)pyridin-2(1H)-one O=C1CCC(CC1)C1=NN(C2=CC=C(C=C12)C1=CC(NC=C1)=O)C1OCCCC1